4-(7-fluoroimidazo[1,2-a]pyridin-3-yl)-7-((4-hydroxy-6'-methyl-6',7'-dihydrospiro[cyclohexane-1,5'-pyrrolo[3,4-b]pyridin]-2'-yl)amino)isoindolin-1-one FC1=CC=2N(C=C1)C(=CN2)C2=C1CNC(C1=C(C=C2)NC2=CC=C1C(=N2)CN(C12CCC(CC2)O)C)=O